C[C@]12[C@H]3CC[C@@]4([C@H](CC[C@H]4[C@@H]3CCC2=CC(CC1)=O)/C(/C)=N/OC(=O)C1CCN(CC1)C)C (8S,9S,10R,13S,14S,17S)-10,13-Dimethyl-17-((E)-1-(1-methylpiperidine-4-carbonyloxyimino)ethyl)-6,7,8,9,10,11,12,13,14,15,16,17-dodecahydro-1H-cyclopenta[a]phenanthren-3(2H)-one